2,3'-Dichlorobenzidine dihydrochloride Cl.Cl.ClC1=C(C=CC(=C1)N)C1=CC(=C(N)C=C1)Cl